NC1=CC=C(OC2=C(C=C(C=C2Cl)N2N=C(C(NC2=O)=O)C#N)Cl)C=C1 2-(4-(4-aminophenoxy)-3,5-dichlorophenyl)-3,5-dioxo-2,3,4,5-tetrahydro-1,2,4-triazine-6-carbonitrile